8-chloro-N-(4-isopropoxy-2,6-dimethylphenyl)quinolin-2-amine ClC=1C=CC=C2C=CC(=NC12)NC1=C(C=C(C=C1C)OC(C)C)C